COC1=C(C(=CC=C1)OC)C1=C(C(=CC=C1)C1=C(C=CC=C1OC)OC)P(C1CCCCC1)C1CCCCC1 [2,6-bis(2,6-dimethoxyphenyl)phenyl]-dicyclohexylphosphine